CS(=O)(=O)[O-].C[NH+]1CCCCC1 N-Methylpiperidinium methansulfonat